sec-pentyl iodide C(C)(CCC)I